ferrocenediyl-bis(diphenylphosphine) [CH-]1C=CC=C1.C1=CC=C(C=C1)P([C-]2C=CC=C2P(C3=CC=CC=C3)C4=CC=CC=C4)C5=CC=CC=C5.[Fe+2]